(2'-Amino-1,1'-biphenyl-2-yl)palladium NC1=C(C=CC=C1)C1=C(C=CC=C1)[Pd]